ethyl (R)-2-((difluoromethoxy)methyl)-5-(2,4-difluorophenyl)-2-methyl-3,4-dihydro-2H-pyrano[2,3-b]pyridine-7-carboxylate FC(OC[C@]1(CCC=2C(=NC(=CC2C2=C(C=C(C=C2)F)F)C(=O)OCC)O1)C)F